ClC1=C2C(=C(N=C1Cl)C1=CCCCO1)C=1CN(CCC1N2)C(CO)=O 1-(6,7-dichloro-9-(3,4-dihydro-2H-pyran-6-yl)-1,3,4,5-tetrahydro-2H-pyrrolo[3,2-c:4,5-c']dipyridin-2-yl)-2-hydroxyethan-1-one